4-(4-hydroxystyryl)-1-methylquinoline OC1=CC=C(C=CC2=CCN(C3=CC=CC=C23)C)C=C1